bis(8-methylnonyl) benzene-1,2-dicarboxylate C=1(C(=CC=CC1)C(=O)OCCCCCCCC(C)C)C(=O)OCCCCCCCC(C)C